ClC1=C(C(=C(C=C1OC)OC)Cl)C1=CC=2C(=NC(=NC2)NC)N2C1=NC(=N2)CCCN([C@@H]2CN(CCC2)C(C=C)=O)C (S)-1-(3-((3-(4-(2,6-dichloro-3,5-dimethoxyphenyl)-8-(methylamino)-[1,2,4]triazolo[1',5':1,6]pyrido[2,3-d]pyrimidin-2-yl)propyl)(methyl)amino)piperidin-1-yl)prop-2-en-1-one